C(C1=CC=CC=C1)N1N=C(C2=C1CCC2)C=O 1-benzyl-1,4,5,6-tetrahydrocyclopenta[c]pyrazole-3-carbaldehyde